FC=1C=C(C(=O)N2CCC(CC2)N2CC(C2)(N2N=CC(=C2)C=2C3=C(N=CN2)NC=C3)CC#N)C=CC1C=1C=C3C=CC=NC3=CC1 {1-[1-(3-fluoro-4-quinolin-6-ylbenzoyl)piperidin-4-yl]-3-[4-(7H-pyrrolo[2,3-d]pyrimidin-4-yl)-1H-pyrazol-1-yl]azetidin-3-yl}acetonitrile